2-(2,6-dimethylphenoxy)-N-(3-methylsulfonylphenyl)-5-(trifluoromethyl)pyridine-3-carboxamide CC1=C(OC2=NC=C(C=C2C(=O)NC2=CC(=CC=C2)S(=O)(=O)C)C(F)(F)F)C(=CC=C1)C